N[C@]1(CN(CCC1)C=1C=NC(=CC1CN1C2=NC=NC(=C2N=C1)N)C1=C(C=C(C(=C1)F)F)C(F)F)[C@@H](C(F)F)O (S)-1-((R)-3-amino-1-(4-((6-amino-9H-purin-9-yl)methyl)-6-(2-(difluoromethyl)-4,5-difluorophenyl)pyridin-3-yl)piperidin-3-yl)-2,2-difluoroethan-1-ol